3-chloro-2-methyl-5-(4-methyl-piperazin-1-yl)-phenol ClC=1C(=C(C=C(C1)N1CCN(CC1)C)O)C